C1=C(C=CC2=CC=CC=C12)C1=NN(C=C1CNC1=C(C(=O)O)C=CN=C1)C1=CC=CC=C1 3-(((3-(naphthalen-2-yl)-1-phenyl-1H-pyrazol-4-yl)methyl)amino)isonicotinic acid